(E)-ethyl 4-(4-(cinnamoyloxy)-3-methoxyphenyl)-6-methyl-2-thioxo-1,2,3,4-tetrahydropyrimidine-5-carboxylate C(\C=C\C1=CC=CC=C1)(=O)OC1=C(C=C(C=C1)C1NC(NC(=C1C(=O)OCC)C)=S)OC